N-(5-((6-((R)-3-(2,5-difluorophenyl)isoxazolidine-2-yl)pyrimidine-4-yl)amino)-2-(4-((3S,5R)-4-ethyl-3,5-dimethyl-piperazine-1-yl)piperidine-1-yl)-4-methoxyphenyl)acrylamide FC1=C(C=C(C=C1)F)[C@@H]1N(OCC1)C1=CC(=NC=N1)NC=1C(=CC(=C(C1)NC(C=C)=O)N1CCC(CC1)N1C[C@@H](N([C@@H](C1)C)CC)C)OC